N-[4-(2-fluorophenoxy)-2-{(3S)-3-[(methylamino)methyl]piperidin-1-yl}-3-(trifluoromethyl)phenyl]-2-(pyridazin-4-yl)-1,3-thiazole-4-carboxamide monohydrochloride Cl.FC1=C(OC2=C(C(=C(C=C2)NC(=O)C=2N=C(SC2)C2=CN=NC=C2)N2C[C@@H](CCC2)CNC)C(F)(F)F)C=CC=C1